FC(C(=O)O)(F)F.NC[C@H]1CN(CC1)S(=O)(=O)NC(C1=C(C=C(C(=C1)Cl)OCC1CCCC1)F)=O (S)-N-((3-(aminomethyl)pyrrolidin-1-yl)sulfonyl)-5-chloro-4-(cyclopentylmethoxy)-2-fluorobenzamide 2,2,2-trifluoroacetate